ClC=1C(=C(C=CC1)NC1=C(NC2=C1C(NCC2)=O)C2=NC(=NC=C2)C2=NN(C=C2)C)OC 3-[(3-chloro-2-methoxyphenyl)amino]-2-[2-(1-methylpyrazol-3-yl)pyrimidin-4-yl]-1H,5H,6H,7H-pyrrolo[3,2-c]pyridin-4-one